2,7-Dimethyl-5-((4-(4-(trifluoromethyl)piperidin-1-yl)phenyl)amino)isoindolin-1-one CN1C(C2=C(C=C(C=C2C1)NC1=CC=C(C=C1)N1CCC(CC1)C(F)(F)F)C)=O